3-(4-(2-Methoxyethoxy)phenyl)cyclopent-1-en-1-yl trifluoromethanesulfonate FC(S(=O)(=O)OC1=CC(CC1)C1=CC=C(C=C1)OCCOC)(F)F